8-(5-Fluoro-2-(trifluoromethyl)phenyl)-9-(4-((1-(3-fluoropropyl)azetidin-3-yliden)methyl)phenyl)-6,7-dihydro-5H-benzo[7]annulen FC=1C=CC(=C(C1)C=1CCCC2=C(C1C1=CC=C(C=C1)C=C1CN(C1)CCCF)C=CC=C2)C(F)(F)F